(S)-N-butyl-2,2-difluoro-4-(4-methyl-5-oxocyclohex-3-en-1-yl)pent-4-enamide C(CCC)NC(C(CC(=C)[C@H]1CC=C(C(C1)=O)C)(F)F)=O